ethyl 7-methoxy-6-carbonyl-5,6-dihydro-1,5-naphthyridine-3-carboxylate COC=1C(NC=2C=C(C=NC2C1)C(=O)OCC)=C=O